2-(2,6-dioxopiperidin-3-yl)isoindole-1,3-dione bistrifluoroacetate salt FC(C(=O)O)(F)F.FC(C(=O)O)(F)F.O=C1NC(CCC1N1C(C2=CC=CC=C2C1=O)=O)=O